ClC1=CC2=C(N(C(N=C2N2[C@H](CN(C[C@@H]2C)C(C=C)=O)C)=O)C=2C(=NC=NC2C(C)C)C(C)C)N=C1C1=C(C=CC=C1)F 6-chloro-4-((2S,6S)-2,6-dimethyl-4-(2-propenoyl)-1-piperazinyl)-1-(4,6-di(2-propanyl)-5-pyrimidinyl)-7-(2-fluorophenyl)pyrido[2,3-d]pyrimidin-2(1H)-one